(R)-5-(azetidin-3-yl(methyl)amino)-2-methyl-N-(1-(naphthalen-1-yl)ethyl)benzamide N1CC(C1)N(C=1C=CC(=C(C(=O)N[C@H](C)C2=CC=CC3=CC=CC=C23)C1)C)C